FC=1C=C2C(=C(NC2=CC1)C(=O)OCC(C)C)C=1N=NN(C1)CC1CCN(CC1)CC1=CC(=C(C=C1)C1=C(C=CC=C1)COC)C(C)C Isobutyl 5-fluoro-3-(1-((1-((2-isopropyl-2'-(methoxymethyl)-[1,1'-biphenyl]-4-yl)methyl)piperidin-4-yl)methyl)-1H-1,2,3-triazol-4-yl)-1H-indole-2-carboxylate